2,5-diaminobenzenecarboxylic acid NC1=C(C=C(C=C1)N)C(=O)O